C(C)OC(\C=C\C1=C(C(=CC(=C1)Cl)CC)NC(=O)C1=CC(=NN1C1=NC=CC=C1Cl)Br)=O (E)-3-(2-(3-bromo-1-(3-chloropyridin-2-yl)-1H-pyrazole-5-carboxamido)-5-chloro-3-ethylphenyl)acrylic acid ethyl ester